(2r,5s)-5-[[2-(4-chloro-3-fluoro-phenoxy)acetyl]amino]-2-[6-(trifluoromethyl)imidazo[1,2-a]pyridin-2-yl]piperidine-1-carboxylic acid tert-butyl ester C(C)(C)(C)OC(=O)N1[C@H](CC[C@@H](C1)NC(COC1=CC(=C(C=C1)Cl)F)=O)C=1N=C2N(C=C(C=C2)C(F)(F)F)C1